CC1=CC=C(C=C1)C1=CC=CC=C1NC1=CC=C(C2=NON=C21)[N+](=O)[O-] 4'-Methyl-6-((7-nitrobenzo[c][1,2,5]oxadiazol-4-yl)amino)-[1,1'-biphenyl]